C(CCCCCCCCCCCCCCCCCCCCC)S n-docosanyl thiol